CC1(C2CC=C(C1C2)C(CCC=C)O)C 1-(6,6-dimethylbicyclo[3.1.1]hept-2-en-2-yl)pent-4-en-1-ol